(Z)-Ethyl 4-(dimethylamino)-2-(ethoxymethylene)-3-oxobutanoate CN(CC(/C(/C(=O)OCC)=C/OCC)=O)C